N6-hydroxy-7-deaza-8-azaadenosine ONC=1C=2C=NN([C@H]3[C@H](O)[C@H](O)[C@@H](CO)O3)C2N=CN1